P(SCCCCCCCCCCCC)(OCCCCCCCCCCCC)[O-] dilauryl thiophosphite